11-(2,4-difluorophenyl)-3-(dimethylamino)-10-(trifluoromethyl)-3,4-dihydro-2H,6H-[1,4]thiazepino[2,3,4-ij]quinazolin-6-one FC1=C(C=CC(=C1)F)C1=C(C=C2C=NC(N3C2=C1SCC(C3)N(C)C)=O)C(F)(F)F